OCC1=NC2=CC3=C(C=C2C(N1)=O)C(CC3)N(CC#C)C3=CC=C(C(=O)N[C@@H](CCC(=O)N[C@H](CCC(=O)O)C(=O)O)C(=O)O)C=C3 N-{N-{4-[N-(2-hydroxymethyl-4-oxo-3,4,7,8-tetrahydro-6H-cyclopenta[g]-quinazolin-6-yl)-N-(prop-2-ynyl)amino]benzoyl}-L-γ-glutamyl}-D-glutamic acid